1-(3-acetamidopropionyl)-4-fluoro-N-{phenyl-[4-(propan-2-yl)phenyl]methyl}pyrrolidine-2-carboxamide C(C)(=O)NCCC(=O)N1C(CC(C1)F)C(=O)NC(C1=CC=C(C=C1)C(C)C)C1=CC=CC=C1